C(C)(C)(C)C=1C=C(C=C(C1O)C(C)(C)C)CCC(=O)NNC(CCC1=CC(=C(C(=C1)C(C)(C)C)O)C(C)(C)C)=O bis(3-(3,5-di-tert-butyl-4-hydroxyphenyl)propionyl)hydrazine